4-cyclopropyl-3-(2,2,2-trifluoro-ethoxy)-benzoic acid C1(CC1)C1=C(C=C(C(=O)O)C=C1)OCC(F)(F)F